NCC[N+]1(CCC(CC1)C(=O)N1CCN(CC1)C(=O)C1=C(C=C(C=C1)NC(=O)C=1N(C(=CN1)C1=C(C(=C(C=C1)OC(F)F)F)Cl)C)Cl)C N-[4-[4-[1-(2-aminoethyl)-1-methyl-piperidin-1-ium-4-carbonyl]piperazine-1-carbonyl]-3-chloro-phenyl]-5-[2-chloro-4-(difluorometh-oxy)-3-fluoro-phenyl]-1-methyl-imidazole-2-carboxamide